7-oxo-4-(trifluoromethyl)-1,6-dihydropyrrolo[2,3-c]pyridine-3-carbonitrile O=C1NC=C(C2=C1NC=C2C#N)C(F)(F)F